C(=O)(OC(C)(C)C)NCCN1C(OC2=C1C=CC(=C2)Br)=O N-Boc-2-(6-bromo-2-oxo-2,3-dihydro-1,3-benzoxazol-3-yl)ethylamine